CS(=O)(=O)C1=CC=C(C=C1)C=1C(N(C2=CC=C(C=C2C1)C1=CC=C(C=C1)C1CCN(CC1)C(C)C)C)=O 3-(4-methanesulfonylphenyl)-1-methyl-6-{4-[1-(propan-2-yl)piperidin-4-yl]phenyl}-1,2-dihydroquinolin-2-one